3-((6-fluoro-4-(methylsulfanyl)-1H-indol-5-yl)oxy)benzoic acid FC1=C(C(=C2C=CNC2=C1)SC)OC=1C=C(C(=O)O)C=CC1